BrC=1C=C2C(N(C=NC2=CC1)C1CCOCC1)=O 6-bromo-3-(oxan-4-yl)quinazolin-4-one